NC1=C(C=C(C=N1)NC(C(=O)N1C(CC[C@@H](C1)C)C1=CC2=C(OC3(CC3)C(N2)=O)C=C1)=O)CC N-(6-amino-5-ethylpyridin-3-yl)-2-((5S)-5-methyl-2-(3-oxo-3,4-dihydrospiro[benzo[b][1,4]oxazine-2,1'-cyclopropan]-6-yl)piperidin-1-yl)-2-oxoacetamide